[4,7-Bis(carboxymethyl)-10-[(1-hydroxy-6-oxopyridin-2-yl)methyl]-1,4,7,10-tetraazacyclododecan-1-yl]acetic acid C(=O)(O)CN1CCN(CCN(CCN(CC1)CC(=O)O)CC=1N(C(C=CC1)=O)O)CC(=O)O